C(C)(C)(C)OC(=O)N1C[C@@H]2N(C3=C(OC2)C=C(C=N3)I)CC1 (S)-3-iodo-6a,7,9,10-tetrahydropyrazino[1,2-d]pyrido[3,2-b][1,4]oxazine-8(6H)-carboxylic acid tert-butyl ester